3-(3-methoxyphenyl)pyrrolidine Methyl-(R)-3-(3-(((4-methoxybenzyl)oxy)methyl)-4-methylphenyl)-2,2-dimethyl-3-(prop-2-yn-1-yloxy)propanoate COC(C([C@H](OCC#C)C1=CC(=C(C=C1)C)COCC1=CC=C(C=C1)OC)(C)C)=O.COC=1C=C(C=CC1)C1CNCC1